(S)-6-(2-(4-fluoro-2-methoxybenzyl)azepan-1-yl)-4-morpholinopyridin-2(1H)-one FC1=CC(=C(C[C@H]2N(CCCCC2)C2=CC(=CC(N2)=O)N2CCOCC2)C=C1)OC